C(=C)OC1=CC=CC2=CC=CC(=C12)OC=C 1,8-divinyloxynaphthalene